FC=1C=C(C=CC1OC1(CC1)C)NC(=O)C1=COC2=C1C=CC(=C2)C2=NN=NN2 N-(3-fluoro-4-(1-methylcyclopropoxy)phenyl)-6-(1H-tetrazol-5-yl)benzofuran-3-carboxamide